Sodium chlorotoluene-5-sulfonate ClCC1=CC=CC(=C1)S(=O)(=O)[O-].[Na+]